N1C=C(C2=CC=CC=C12)CCN(C(=O)OC(C)(C)C)CC1=CC=C(C=C1)/C=C/C(=O)NN(C(=O)OCC1C2=CC=CC=C2C=2C=CC=CC12)CCC (9H-fluoren-9-yl)methyl (E)-2-(3-(4-(((2-(1H-indol-3-yl)ethyl)(tert-butoxycarbonyl)amino)methyl)phenyl)acryloyl)-1-propylhydrazine-1-carboxylate